CN(C)CC=1C=C(C=C(C1)C(F)(F)F)NC(=O)C1=CC=C2CCN(C2=C1)CC1=CN=C2N1C=CN=C2 N-(3-((Dimethylamino)methyl)-5-(trifluoromethyl)phenyl)-1-(imidazo[1,2-a]pyrazin-3-ylmethyl)indolin-6-carboxamid